FC1=C(CN2C(C(C3=CC=CC=C23)=O)=O)C=C(C(=C1)F)F 1-(2,4,5-trifluoro-benzyl)-indoline-2,3-dione